8-[(1R)-1-[(6-Chloro-3-pyridyl)amino]ethyl]-2-ethylsulfanyl-3,6-dimethyl-chromen-4-one ClC1=CC=C(C=N1)N[C@H](C)C=1C=C(C=C2C(C(=C(OC12)SCC)C)=O)C